5-chloro-2-fluoro-4-[(4-{[(1R)-1-methyl-2-(tetrahydro-2H-pyran-4-ylamino)ethyl]amino}butyl)amino]-N-1,3-thiazol-2-ylbenzenesulfonamide ClC=1C(=CC(=C(C1)S(=O)(=O)NC=1SC=CN1)F)NCCCCN[C@@H](CNC1CCOCC1)C